FC(C1=C(C=NC=C1)C=1C=NC=2CCN=CC2C1)(F)F 3-(4-(trifluoromethyl)pyridin-3-yl)-7,8-dihydro-1,6-naphthyridin